2-acetoxy-3-butenenitrile C(C)(=O)OC(C#N)C=C